NC=1C(=C(C=CC1)C1=C(C(=CC=C1)NC=1N=CC=C2C=C(C=NC12)CN1C[C@@H](CC1)O)C)Cl (R)-1-((8-(3'-amino-2'-chloro-2-methylbiphenyl-3-ylamino)-1,7-naphthyridin-3-yl)methyl)pyrrolidin-3-ol